zirconium(IV) 2-carboxyethylacrylate C(=O)(O)CCOC(C=C)=O.[Zr+4]